ClCCC[Si](O[Si](C)(C)C)(O[Si](C)(C)C)O[Si](C)(C)C (3-chloropropyl)-tris(trimethylsiloxy)silane